N,N,N'-trimethyl-N'-hydroxyethylethylenediamine CN(CCN(CCO)C)C